methyl 5-amino-4-oxovalerate NCC(CCC(=O)OC)=O